N-(5-isopropyl-1H-pyrazol-3-yl)-1-(piperidin-4-ylmethyl)-1H-pyrazolo[3,4-b]pyrazin-6-amine C(C)(C)C1=CC(=NN1)NC1=CN=C2C(=N1)N(N=C2)CC2CCNCC2